F[C@@H]1C[C@@H](CNC1)NC(OC(C)(C)C)=O tert-butyl ((3S,5R)-5-fluoropiperidin-3-yl)carbamate